Cl.O1CCC(CC1)CN1N=CN=C1CN 1-{1-[(oxan-4-yl)methyl]-1H-1,2,4-triazol-5-yl}methanamine hydrochloride